(3-isocyanato-propyl)trimethoxysilane N(=C=O)CCC[Si](OC)(OC)OC